CC1=CC=CC(=N1)NC(=O)[C@H]1N([C@@H]2CC[C@H]1C2)C(CN2C=C(C1=CC(=CC=C21)C2=CN=C1N2CCCC1)C(=O)N)=O 1-(2-((1R,3S,4S)-3-(6-methylpyridin-2-ylcarbamoyl)-2-azabicyclo[2.2.1]heptan-2-yl)-2-oxoethyl)-5-(5,6,7,8-tetrahydroimidazo[1,2-a]pyridin-3-yl)-1H-indole-3-carboxamide